Methyl (4-((3-(cyclopropylsulfonyl)pyridin-2-yl)amino)-5-propionylpyridin-2-yl)-carbamate C1(CC1)S(=O)(=O)C=1C(=NC=CC1)NC1=CC(=NC=C1C(CC)=O)NC(OC)=O